(R)-(8-(2-(pyridin-4-yl)pyrido[3,4-d]pyrimidin-4-yl)-2,8-diazaspiro[4.5]decan-3-yl)methanol N1=CC=C(C=C1)C=1N=C(C2=C(N1)C=NC=C2)N2CCC1(C[C@@H](NC1)CO)CC2